3-(5-(1-methyl-1,2,3,6-tetrahydropyridin-4-yl)-1-oxoisoindolin-2-yl)piperidine-2,6-dione CN1CCC(=CC1)C=1C=C2CN(C(C2=CC1)=O)C1C(NC(CC1)=O)=O